(2S,4R)-4-fluoro-N-[(S)-[6-fluoro-5-(propan-2-yl)pyridin-2-yl](phenyl)methyl]-1-[2-(5-oxo-4,5-dihydropyrazin-2-yl)acetyl]pyrrolidine-2-carboxamide F[C@@H]1C[C@H](N(C1)C(CC=1N=CC(NC1)=O)=O)C(=O)N[C@@H](C1=CC=CC=C1)C1=NC(=C(C=C1)C(C)C)F